(S)-1-((3-(difluoromethyl)-5-(7-(trifluoromethyl)quinolin-4-yl)pyridin-2-yl)oxy)-2,4-dimethylpentan-2-amine FC(C=1C(=NC=C(C1)C1=CC=NC2=CC(=CC=C12)C(F)(F)F)OC[C@](CC(C)C)(N)C)F